(5-(azidomethyl)-1,3-phenylene)bis(methylene)diphosphonic acid N(=[N+]=[N-])CC=1C=C(C=C(C1)CP(O)(O)=O)CP(O)(O)=O